tert-Butyl (2R,7R)-2-(hydroxymethyl)-7-propylazepane-1-carboxylate OC[C@@H]1N([C@@H](CCCC1)CCC)C(=O)OC(C)(C)C